C(C)OC1=CC=C(C=CC(=O)O)C=C1 4-ethoxycinnamic acid